2,2,2-Trifluoroethyl L-phenylalaninate hydrochloride Cl.N[C@@H](CC1=CC=CC=C1)C(=O)OCC(F)(F)F